FC1=C(C(=CC(=C1)OC)F)C1=C(C(N(N1C)C1=CC(=CC(=C1)C(F)(F)F)OC)=O)NC(C1=CC=C(C=C1)OC(F)F)=O N-[5-(2,6-difluoro-4-methoxyphenyl)-2-[3-methoxy-5-(trifluoromethyl)phenyl]-1-methyl-3-oxo-2,3-dihydro-1H-pyrazol-4-yl]-4-(difluoromethoxy)benzamide